C(C)(C)(C)OC(=O)N1CC(OCC1)C(=O)O 4-t-butoxycarbonyl-morpholine-2-carboxylic acid